ethyl-3-ethylimidazole tosylate S(=O)(=O)(O)C1=CC=C(C)C=C1.C(C)C1=NC=CN1CC